P(=O)(O)(O)OC(C(=O)O)C=C 2-(phosphonooxy)but-3-enoic acid